FC(C=1C=CC=C2C(=NNC12)C1=C(C(=O)N)C=CC(=C1)F)F (7-(difluoromethyl)-1H-indazol-3-yl)-4-fluorobenzamide